2-heptyl-cyclobutanone C(CCCCCC)C1C(CC1)=O